C(C)(C)(C)OC(=O)N1C2CCC2N(CC1)C(C(=O)C1=NC(=CN=C1NCC1=CC=C(C=C1)OC)Br)C(CC)=O rac-tert-butyl-5-(1-(6-bromo-3-((4-methoxybenzyl)amino) pyrazin-2-yl)-1,3-dioxopentan-2-yl)-2,5-diazabicyclo[4.2.0]octane-2-carboxylate